NC1(CCOCC1)C(=O)N[C@@H](CC1=CC2=C(C(N(CCO2)C2=CC=C(C=C2)F)=O)C=C1)C#N (S)-4-Amino-N-(1-cyano-2-(4-(4-fluorophenyl)-5-oxo-2,3,4,5-tetrahydrobenzo[f][1,4]oxazepin-8-yl)ethyl)tetrahydro-2H-pyran-4-carboxamide